2-[7-[[(3R)-1-Ethyl-3-piperidyl]amino]-1-methyl-pyrazolo[3,4-d]pyridazin-4-yl]-5-(trifluoromethyl)phenol C(C)N1C[C@@H](CCC1)NC=1N=NC(=C2C1N(N=C2)C)C2=C(C=C(C=C2)C(F)(F)F)O